BrC1=C2C=C(N(C2=C(C(=C1F)F)Br)COCC[Si](C)(C)C)C 4,7-dibromo-5,6-difluoro-2-methyl-1-((2-(trimethylsilyl)ethoxy)-methyl)-1H-indole